C[Si](N[Si](C)(C)C)(C)C.C[Si](N[Si](C)(C)C)(C)C.[Ni+2] nickel(II) bis-(hexamethyldisilazane)